1-(5-chlorothiazol-2-yl)-N-ethylethan-1-amine ClC1=CN=C(S1)C(C)NCC